FC=1C=C(C=C(C1)F)C1(CC1)NCCC(=O)N1CC2CCC(C1)N2C2=NC=C(C#N)C=C2 6-(3-(3-((1-(3,5-difluorophenyl)cyclopropyl)amino)propanoyl)-3,8-diazabicyclo[3.2.1]octan-8-yl)nicotinonitrile